5-methyl-7-(methylsulfonyl)-3-((1-(tetrahydro-2H-pyran-2-yl)-1H-pyrazol-3-yl)methyl)-3,5,6,7,8,9-hexahydro-4H-pyrido[4',3':4,5]pyrrolo[2,3-d]pyridazin-4-one CN1C2=C(C3=C1C(N(N=C3)CC3=NN(C=C3)C3OCCCC3)=O)CCN(C2)S(=O)(=O)C